BrC=1C(NC2=CC=NC=C2C1)=O 3-bromo-1,6-naphthyridin-2(1H)-one